FC(C1=NN=C(O1)C1=CN=C(S1)CC(C)S(=O)(=O)NC=1C=NC(=CC1)F)F (5-(5-(difluoromethyl)-1,3,4-oxadiazol-2-yl)thiazol-2-yl)methyl-N-(6-fluoropyridin-3-yl)ethanesulfonamide